C(C)(C)C1=C(NC2=CC=C(C=C12)C1CCNCC1)C1=CC=2N(C=C1)C(NN2)=O 7-(3-isopropyl-5-(piperidin-4-yl)-1H-indol-2-yl)-[1,2,4]triazolo[4,3-a]pyridin-3(2H)-one